4-((4-(3-ethyl-1H-1,2,4-triazol-1-yl)-2,6-difluorobenzyl)oxy)phenyl sulfurofluoridate S(OC1=CC=C(C=C1)OCC1=C(C=C(C=C1F)N1N=C(N=C1)CC)F)(=O)(=O)F